2-(naphthalene-1-yl)acetic acid C1(=CC=CC2=CC=CC=C12)CC(=O)O